C(CC)C1=CC=C(C=C1)CCC(=O)OC(COC(CCC1=CC=C(C=C1)CCC)=O)C(C(COC(CCC1=CC=C(C=C1)CCC)=O)OC(CCC1=CC=C(C=C1)CCC)=O)OCCCN(C)C 3-[3-(dimethylamino)propoxy]-1,4,5-tris({[3-(4-propylphenyl)propanoyl]oxy})pentan-2-yl 3-(4-propylphenyl)propanoate